1-(1-ethyl-1H-pyrrolo[2,3-c]pyridin-4-yl)dihydropyrimidine-2,4(1H,3H)-dione C(C)N1C=CC=2C1=CN=CC2N2C(NC(CC2)=O)=O